methyl (S,E)-(7-(dimethylamino)-1,7-dioxo-1-((2-oxo-1-((7-(1,1,2,2-tetrafluoroethoxy)benzo[d]thiazol-2-yl)methyl)-1,2-dihydropyridin-3-yl)amino)hept-5-en-2-yl)carbamate CN(C(/C=C/CC[C@@H](C(NC=1C(N(C=CC1)CC=1SC2=C(N1)C=CC=C2OC(C(F)F)(F)F)=O)=O)NC(OC)=O)=O)C